C12(C=CC(CC1)C2)[SiH3] norbornenyl-silane